C(C)OC(=O)[C@H]1CN(CCC1)C=1C(=C(OC(C(=O)N2CCN(CC2)C(=O)OC(C)(C)C)(C)C)C=CC1)F tert-butyl (R)-4-(2-(3-(3-(ethoxycarbonyl)piperidin-1-yl)-2-fluorophenoxy)-2-methylpropanoyl)piperazine-1-carboxylate